1-(6-fluoro-2-(pyrrolidin-1-yl)-7-(3-(pyrrolidin-1-yl)propoxy)quinazolin-4-yl)piperidin-3-amine FC=1C=C2C(=NC(=NC2=CC1OCCCN1CCCC1)N1CCCC1)N1CC(CCC1)N